ethyl 1-((1-oxo-4-(o-tolyl)-1,2-dihydroisoquinolin-7-yl)-D-alanyl)piperidine-3-carboxylate O=C1NC=C(C2=CC=C(C=C12)N[C@H](C)C(=O)N1CC(CCC1)C(=O)OCC)C1=C(C=CC=C1)C